ethyl 5-[(2R,5S)-5-methyl-2-piperidyl]spiro[1,3-benzodioxole-2,4'-piperidine]-1'-carboxylate C[C@H]1CC[C@@H](NC1)C1=CC2=C(OC3(CCN(CC3)C(=O)OCC)O2)C=C1